3-(4-(1,3,4-oxadiazol-2-yl)pyridin-2-yl)phenyl cycloheptylcarbamate C1(CCCCCC1)NC(OC1=CC(=CC=C1)C1=NC=CC(=C1)C=1OC=NN1)=O